chloro-6-(4-(ethoxycarbonyl)piperidine-1-yl)nicotinic acid ClC1=C(C(=O)O)C=CC(=N1)N1CCC(CC1)C(=O)OCC